ethyl 5-chloro-3-methyl-7-(1H-pyrazol-4-yl)pyrazolo[1,5-a]pyrimidine-2-carboxylate ClC1=NC=2N(C(=C1)C=1C=NNC1)N=C(C2C)C(=O)OCC